L-tartaric acid adrenaline salt CNCC(O)C1=CC(O)=C(O)C=C1.C([C@H](O)[C@@H](O)C(=O)O)(=O)O